3-bromo-4-[(2,4-difluorobenzyl)oxy]-1-[4-(1,2-dihydroxyethyl)-2,6-difluorophenyl]-6-methylpyridin-2(1H)-one BrC=1C(N(C(=CC1OCC1=C(C=C(C=C1)F)F)C)C1=C(C=C(C=C1F)C(CO)O)F)=O